N-((1R,2R)-2-(6-((5-chloro-3-hydroxy-2,4-dioxo-1,2,3,4-tetrahydroquinazolin-8-yl)sulfonyl)-4-fluoro-1H-indol-1-yl)cyclopropyl)acetamide ClC1=C2C(N(C(NC2=C(C=C1)S(=O)(=O)C1=CC(=C2C=CN(C2=C1)[C@H]1[C@@H](C1)NC(C)=O)F)=O)O)=O